tertbutyl 4-[5-(4-chlorophenyl)-1-(6-chloropyridazin-3-yl)pyrazol-3-yl]piperazine-1-carboxylate ClC1=CC=C(C=C1)C1=CC(=NN1C=1N=NC(=CC1)Cl)N1CCN(CC1)C(=O)OC(C)(C)C